CC1=C(O)C=CC(=C1)O (methyl)quinol